dodecenamide C(C=CCCCCCCCCC)(=O)N